N1CCC(CC1)CN1CCC(CC1)O 1-(4-piperidinylmethyl)-4-piperidinol